FC=1C=C(C2=C(N=CS2)C1)N1CC2(CN(C2)C(=O)C2(CC2)C(F)(F)F)[C@@H](C1)C(=O)OC(C)(C)C tert-butyl (S)-6-(5-fluorobenzo[d]thiazol-7-yl)-2-(1-(trifluoromethyl) cyclopropane-1-carbonyl)-2,6-diazaspiro[3.4]octane-8-carboxylate